S(=O)(=O)(C1=CC=C(C)C=C1)OC1CC2(C1)CN(CC2)C(=O)OC(C)(C)C tert-butyl trans-2-(tosyloxy)-6-azaspiro[3.4]octane-6-carboxylate